C(=CC)C1=C(C=CC=C1)S(=O)(=O)O (propenyl)benzenesulfonic acid